ethyl rac-(4R,5R)-2-diazo-6,6,6-trifluoro-5-hydroxy-4,5-dimethyl-3-oxo-hexanoate [N+](=[N-])=C(C(=O)OCC)C([C@@H]([C@@](C(F)(F)F)(C)O)C)=O |r|